ClC1=NN2C(N=CC(=C2[C@H](C)OC)NC(=O)NC2=CC(=C(C(=C2)Cl)N2N=CC(=C2)C2=NC=CC=C2)Cl)=C1 (S)-1-(2-chloro-7-(1-methoxyethyl)pyrazolo[1,5-a]pyrimidin-6-yl)-3-(3,5-dichloro-4-(4-(pyridin-2-yl)-1h-pyrazol-1-yl)phenyl)urea